4-((2-(4-(1H-pyrazol-1-yl)phenyl)-5-methyloxazol-4-yl)methyl)-N-(4-(trifluoromethoxy)phenyl)aniline N1(N=CC=C1)C1=CC=C(C=C1)C=1OC(=C(N1)CC1=CC=C(NC2=CC=C(C=C2)OC(F)(F)F)C=C1)C